FC(OC(C)C1=CC=C2C(=CC=NC2=C1)C(=O)OC)(F)F methyl 7-(1-(trifluoromethoxy)ethyl)quinoline-4-carboxylate